OC1=CC(OC(O1)C1(CN(CC1)C(C1=CC=C(C=C1)OC)=O)COC1=CC=C(C=C1)C1=CC=C(C=C1)C#N)=O 4'-((3-(6-hydroxy-4-oxo-4H-1,3-dioxin-2-yl)-1-(4-methoxybenzoyl)pyrrolidin-3-yl)methoxy)-[1,1'-biphenyl]-4-carbonitrile